2-(aminooxy)-3-(4-(1-(3-((tert-butoxycarbonyl)-amino)propyl)-1H-pyrazol-4-yl)phenoxy)-2-methylpropanoic acid tert-butyl ester C(C)(C)(C)OC(C(COC1=CC=C(C=C1)C=1C=NN(C1)CCCNC(=O)OC(C)(C)C)(C)ON)=O